(S)-3-chloro-N-(3-(1-((2-ethyl-2H-pyrazolo[3,4-b]pyrazin-6-yl)amino)ethyl)phenyl)-4-fluorobenzamide ClC=1C=C(C(=O)NC2=CC(=CC=C2)[C@H](C)NC=2C=NC=3C(N2)=NN(C3)CC)C=CC1F